C(#N)C=1C(=C(C=CC1)[C@@H](C)NC1=NN=C(C2=CC(=C(C=C12)NC)C(=O)N(C1CCOCC1)C)C)C (R)-1-((1-(3-cyano-2-methylphenyl)ethyl)amino)-N,4-dimethyl-7-(methylamino)-N-(Tetrahydro-2H-Pyran-4-yl)phthalazine-6-carboxamide